CC=1SC=C(C1C1=C(C=CC=C1)F)C 2-(2,4-di-methyl-thiophen-yl)-fluorobenzene